C(C)(C)C1C(N(CC1)C(C)C)(C(C)C)C(C)C tetraisopropylpyrrolidine